NCCNC=1C=CC=2N(C(C=C(N2)C=2C=C(C=3N(N2)C=C(N3)C)C)=O)C1 7-(2-aminoethylamino)-2-(2,8-dimethylimidazo[1,2-b]pyridazin-6-yl)pyrido[1,2-a]pyrimidin-4-one